C(C)(C)(C)OC(=O)N1CC2=CC=C(C=C2CC1)C1=NN(C(C2=CC=CC=C12)=O)C 6-(3-methyl-4-oxo-3,4-dihydro-phthalazin-1-yl)-3,4-dihydro-isoquinoline-2(1H)-carboxylic acid tert-butyl ester